C(CCCCCCCCCCC)(=O)C(CCCCCCCCC)[N-]CCCCCCCCCC dodecanoyl-bisdecylamide